Cl.N[C@@H]1CC(NC1)=O |r| racemic-4-aminopyrrolidin-2-one hydrochloride